O=C1CCC2=CC=CC=C12 3-oxo-2,3-dihydro-1H-indene